2-fluoro-N,N-dimethyl-5-nitroaniline FC1=C(N(C)C)C=C(C=C1)[N+](=O)[O-]